3-(3-Chloro-4-fluorophenyl)-1-(1-(7,8-difluoro-1-oxo-1,2-dihydroisoquinolin-4-yl)ethyl)-1-ethylurea ClC=1C=C(C=CC1F)NC(N(CC)C(C)C1=CNC(C2=C(C(=CC=C12)F)F)=O)=O